FCCOC1=C(C(=O)O)C=CC=C1 2-(2-fluoroethoxy)benzoic acid